N-(8-(butan-2-yl)-2-chloroimidazo[1,2-b]pyridazin-7-yl)-N'-(3-chloro-1-methyl-1H-pyrazol-5-yl)urea CC(CC)C=1C=2N(N=CC1NC(=O)NC1=CC(=NN1C)Cl)C=C(N2)Cl